1-[(4-methoxyphenyl)methyl]-1H,2H,3H-pyrrolo[2,3-b]1,7-naphthyridine-4-ol COC1=CC=C(C=C1)CN1CCC=2C1=NC1=CN=CC=C1C2O